(S)-3-(2',6'-dimethylbiphenyl-3-yl)-3-(3-(4-hydroxy-1,5-dimethyl-2-oxo-1,2-dihydropyridin-3-yl)ureido)propanoic acid ethyl ester C(C)OC(C[C@H](NC(=O)NC=1C(N(C=C(C1O)C)C)=O)C=1C=C(C=CC1)C1=C(C=CC=C1C)C)=O